S1C2=C(C=C1)C(=CC=C2)N2CCN(CC2)CCCCOC2=CC=C1CCC(N(C1=C2)C(C(C)C)=O)=O 7-(4-(4-(benzo[b]thiophen-4-yl)piperazin-1-yl)butoxy)-1-isobutyryl-3,4-dihydroquinolin-2(1H)-one